N4-(2-Dimethylphosphorylphenyl)-N2-(4-methoxyphenyl)-5-(trifluoromethyl)pyrimidine-2,4-diamine CP(=O)(C)C1=C(C=CC=C1)NC1=NC(=NC=C1C(F)(F)F)NC1=CC=C(C=C1)OC